(4-ethoxyphenyl)(6-hydroxy-2-(4-hydroxyphenyl)benzo[b]thiophen-3-yl)methanone C(C)OC1=CC=C(C=C1)C(=O)C=1C2=C(SC1C1=CC=C(C=C1)O)C=C(C=C2)O